3-(1H-pyrrolo[3,2-C]pyridin-2-YL)-1H-pyrazolo[3,4-C]pyridine N1C(=CC=2C=NC=CC21)C2=NNC1=CN=CC=C12